FC=1C=2N(C=C(C1)C=1N=C3N(C(C1)=O)C=C(C=C3)C3(CCNCC3)O)C=C(N2)C (8-fluoro-2-methylimidazo[1,2-a]pyridin-6-yl)-7-(4-hydroxypiperidin-4-yl)-4H-pyrido[1,2-a]pyrimidin-4-one